C12(CC(C1)C2)NC(CN(C)C=2C1=C(N=C(N2)C2=NC=CC(=C2)OCCO)CCC1)=O N-{bicyclo[1.1.1]pentan-1-yl}-2-({2-[4-(2-hydroxyethoxy)pyridin-2-yl]-5H,6H,7H-cyclopenta[d]pyrimidin-4-yl}(methyl)amino)acetamide